2-[4-[(E)-3-(4-Propoxyphenyl)prop-2-enoyl]phenoxy]propanoic acid C(CC)OC1=CC=C(C=C1)/C=C/C(=O)C1=CC=C(OC(C(=O)O)C)C=C1